tert-butyl (2S,5R)-4-[3-carbamoyl-2-(4-phenoxyphenyl)-4,5,6,7-tetrahydro-2H-pyrazolo[4,3-b]pyridin-7-yl]-2,5-dimethylpiperazine-1-carboxylate C(N)(=O)C=1N(N=C2C1NCCC2N2C[C@@H](N(C[C@H]2C)C(=O)OC(C)(C)C)C)C2=CC=C(C=C2)OC2=CC=CC=C2